rac-(5aR,6S,8R,8aR)-5a-(4-bromophenyl)-3-chloro-8-(morpholinomethyl)-6-phenyl-5a,6,7,8-tetrahydro-8aH-cyclopenta[4,5]furo[3,2-b]pyridin-8a-ol BrC1=CC=C(C=C1)[C@]12[C@](C3=NC=C(C=C3O1)Cl)([C@H](C[C@H]2C2=CC=CC=C2)CN2CCOCC2)O |r|